FC1=C(C=CC=C1F)[C@@H]1N(OCC1)C1=CC(=NC=N1)NC=1C(=CC(=C(C1)NC(C=C)=O)N1C[C@H](OCC1)C)OC N-(5-((6-((R)-3-(2,3-difluorophenyl)isoxazolidine-2-yl)pyrimidine-4-yl)amino)-4-methoxy-2-((R)-2-methylmorpholino)phenyl)acrylamide